3-heptoyl-2,2-propandiol C(CCCCCC)(=O)CC(C)(O)O